OC=1C=C(C=CC1)P(=O)(C(=O)C1=C(C=C(C=C1C)C)C)C(=O)C1=C(C=C(C=C1C)C)C ((3-Hydroxyphenyl)phosphoryl)bis(mesitylmethanone)